4-bromo-2-(cyclopropyloxy)pyridine BrC1=CC(=NC=C1)OC1CC1